FC1=CC=C(C=N1)C1=C2C(=NN(C2=CC=C1)C1CCOCC1)C=CC1CC(OC(C1)(C)C)(C)C (6-fluoropyridin-3-yl)(2,2,6,6-tetramethyltetrahydro-4H-pyran-4-ylmethylene)methyl-1-(tetrahydro-2H-pyran-4-yl)-1H-indazole